C1(=CC=CC=C1)OB([O-])[O-] phenylborat